[N+](=O)([O-])C=1C=C(C=CC1)C=C (3-nitrophenyl)ethene